FC=1C=C(C=CC1)CNC(=O)C=1C(=NC2=CC(=CC=C2C1C)C(F)(F)F)CC(C)C N-[(3-fluorophenyl)-methyl]-4-methyl-2-(2-methyl-propyl)-7-(trifluoromethyl)-quinoline-3-carboxylic acid amide